COC=CC=1C=CC(=C(C1)C=1C(NOC1)=O)OC(F)(F)F 4-[5-(2-methoxyvinyl)-2-(trifluoromethoxy)phenyl]isoxazoleON